3-(4-(4,4,5,5-tetramethyl-1,3,2-dioxaborolan-2-yl)-1H-pyrazol-1-yl)benzonitrile CC1(OB(OC1(C)C)C=1C=NN(C1)C=1C=C(C#N)C=CC1)C